Ethyl (S)-3-(((R)-tert-butylsulfinyl)amino)-3-(4,4'-difluoro-2'-methyl-6'-(pent-4-en-1-yloxy)-5-(trifluoromethyl)-[1,1'-biphenyl]-3-yl)propanoate C(C)(C)(C)[S@@](=O)N[C@@H](CC(=O)OCC)C=1C=C(C=C(C1F)C(F)(F)F)C1=C(C=C(C=C1OCCCC=C)F)C